C(C1=CC=CC=C1)OC(=O)N1C2CC(CC1CC2)(C(F)(F)F)O 3-hydroxy-3-(trifluoromethyl)-8-azabicyclo[3.2.1]octane-8-carboxylic acid benzyl ester